C(C)(C)(C)OC(=O)N1C[C@H]2CN(CC[C@@H]2C1)C1=C2C=C(NC2=C(C=C1F)C#N)C trans-5-(7-cyano-5-fluoro-2-methyl-1H-indol-4-yl)octahydro-2H-pyrrolo[3,4-c]-pyridine-2-carboxylic acid tert-butyl ester